N,N-dimethyl-2-[2-(morpholin-4-yl)-8-(1H-pyrazol-5-yl)-1,7-naphthyridin-4-yl]aniline CN(C1=C(C=CC=C1)C1=CC(=NC2=C(N=CC=C12)C1=CC=NN1)N1CCOCC1)C